tert-butyl (4S)-4-{[(1S,2R)-2-amino-3,3-difluorocyclohexyl]oxy}-3,3-difluoropiperidine-1-carboxylate N[C@@H]1[C@H](CCCC1(F)F)O[C@@H]1C(CN(CC1)C(=O)OC(C)(C)C)(F)F